CS(=O)(=O)N1CCN(CCC1)C(CC)O (4-(methylsulfonyl)-1,4-diazacycloheptan-1-yl)propan-1-ol